Perfluoron-butane FC(C(C(C(F)(F)F)(F)F)(F)F)(F)F